FC1=C2C(=CNC2=C(C=C1)F)C=O 4,7-DIFLUOROINDOLE-3-CARBOXALDEHYDE